C(CCCC)C(CCOC(CCCCC(C)C1OC1)=O)CCCCCCC 3-pentyldecyl-6-(oxiran-2-yl)heptanoate